OCCC[C@H]1C(NC(C1)(C)C)=O |r| Racemic-3-(3-hydroxypropyl)-5,5-dimethyl-pyrrolidin-2-one